tertiary butyl 3-((2-(2,6-dioxopiperidin-3-yl)-1-oxoisoindolin-4-yl)oxy)azetidin-1-carboxylate O=C1NC(CCC1N1C(C2=CC=CC(=C2C1)OC1CN(C1)C(=O)OC(C)(C)C)=O)=O